1-[4-(6-cyclobutoxy-4-methyl-pyridin-2-yl)-2,6-difluoro-phenyl]Pyrrolidine C1(CCC1)OC1=CC(=CC(=N1)C1=CC(=C(C(=C1)F)N1CCCC1)F)C